(S)-2-((4-((2-hydroxy-1-phenylethyl)amino)-5-(3-(quinuclidin-4-yl)-1,2,4-oxadiazol-5-yl)pyrimidin-2-yl)amino)-7,7-dimethyl-7,8-dihydro-5H-pyrano[4,3-b]pyridin-5-one OC[C@H](C1=CC=CC=C1)NC1=NC(=NC=C1C1=NC(=NO1)C12CCN(CC1)CC2)NC2=CC=C1C(=N2)CC(OC1=O)(C)C